ClC=1C=C2CC(COC2=CC1)C(=O)C1=CN(C2=C1C=NC(=C2)C=2C(=NNC2)Cl)C[C@@H](C)O (6-Chlorochroman-3-yl)-[6-(3-chloro-1H-pyrazol-4-yl)-1-[(2R)-2-hydroxypropyl]pyrrolo[3,2-c]pyridin-3-yl]methanone